N-(2-(4-(azidomethyl)piperidin-1-yl)ethyl)-4-(sec-butyl)benzenesulfonamide N(=[N+]=[N-])CC1CCN(CC1)CCNS(=O)(=O)C1=CC=C(C=C1)C(C)CC